1-(3-(4-(6-amino-5-(trifluoromethoxy)pyridin-3-yl)-2-cyclopropyl-1H-imidazol-1-yl)bicyclo[1.1.1]pentan-1-yl)piperidin-4-ol NC1=C(C=C(C=N1)C=1N=C(N(C1)C12CC(C1)(C2)N2CCC(CC2)O)C2CC2)OC(F)(F)F